OC=1C=C2CC(N(C2=CC1)C)=O 5-hydroxy-1-methyl-1,3-dihydro-2H-indol-2-one